zinc-chromium-iron [Fe].[Cr].[Zn]